C(CCCCCCC)(=O)N[C@@H](CCC(N)=O)C(=O)O N-capryloyl-glutamine